3-(1-oxo-5-((2-(3-(6-(trifluoromethyl)pyridin-3-yl)azetidin-1-yl)cyclopentyl)oxy)isoindolin-2-yl)piperidine-2,6-dione O=C1N(CC2=CC(=CC=C12)OC1C(CCC1)N1CC(C1)C=1C=NC(=CC1)C(F)(F)F)C1C(NC(CC1)=O)=O